C(#N)CCC1=NC(=C(C2=C1C(=NN2C2CC2)C2C1CN(CC21)C(=O)OC(C)(C)C)F)C2=CC(=CC1=CC=C(C(=C21)C#C)F)OCOC tert-butyl 6-[4-(2-cyanoethyl)-1-cyclopropyl-6-[8-ethynyl-7-fluoro-3-(methoxymethoxy)-1-naphthyl]-7-fluoro-pyrazolo[4,3-c]pyridin-3-yl]-3-azabicyclo[3.1.0]hexane-3-carboxylate